FC1=C(C(=C(C(=C1F)F)F)F)OC(CCSC1=NC=CC=C1)=O 3-(pyridin-2-ylsulfanyl)propionic acid perfluorophenyl ester